5-[(1S)-5-chloro-1,3-dihydroisobenzofuran-1-yl]Tetrahydrofuran-3,4-diol hydrochloride Cl.ClC=1C=C2CO[C@@H](C2=CC1)C1C(C(CO1)O)O